chloroethane-d2 ClC(C)([2H])[2H]